C(C1=CC=CC=C1)OCCOC(COC=1C=C(C=CC1)C1=CCN(CC1)C(=O)[O-])C 4-(3-(2-(2-(benzyloxy) ethoxy) propoxy) phenyl)-5,6-dihydropyridine-1(2H)-carboxylate